5-(quinazolin-6-yl)-7H-pyrrolo[2,3-d]pyrimidin-2-amine N1=CN=CC2=CC(=CC=C12)C1=CNC=2N=C(N=CC21)N